2-((R)-1-(5-(((R)-1-(dimethylamino)propan-2-yl)oxy)-4-((5-fluoroquinolin-6-yl)amino)quinazolin-7-yl)pyrrolidin-3-yl)propan-2-ol CN(C[C@@H](C)OC1=C2C(=NC=NC2=CC(=C1)N1C[C@@H](CC1)C(C)(C)O)NC=1C(=C2C=CC=NC2=CC1)F)C